(1R,3S,5R)-2-(2-(3-acetyl-7-methyl-5-(2-methylpyrimidin-5-yl)-1H-indazol-1-yl)acetyl)-N-(3-methoxybenzyl)-5-methyl-2-azabicyclo[3.1.0]hexane-3-carboxamide C(C)(=O)C1=NN(C2=C(C=C(C=C12)C=1C=NC(=NC1)C)C)CC(=O)N1[C@@H]2C[C@@]2(C[C@H]1C(=O)NCC1=CC(=CC=C1)OC)C